5-chloro-6-(oxetan-3-yl)pyridin-3-amine ClC=1C=C(C=NC1C1COC1)N